5-((1-(3,5-bis(trifluoromethyl)phenyl)-1-hydroxypropan-2-yl)(isopropyl)amino)-5-oxopentanoic acid FC(C=1C=C(C=C(C1)C(F)(F)F)C(C(C)N(C(CCCC(=O)O)=O)C(C)C)O)(F)F